PYRIMIDINYL-BIPYRIDINE N1=C(N=CC=C1)C=1C(=NC=CC1)C1=NC=CC=C1